1,10-bis(4-carboxyphenoxy)decane C(=O)(O)C1=CC=C(OCCCCCCCCCCOC2=CC=C(C=C2)C(=O)O)C=C1